COC(=O)C=1C(=C2CCC3(C2=CC1)CC3)F 4'-Fluoro-2',3'-dihydrospiro[cyclopropane-1,1'-indene]-5'-carboxylic acid methyl ester